CC(CCC(=O)O)(C(C)C)C 4,4,5-trimethylhexanoic acid